ClC1=CC(=NC=N1)Cl Dichloropyrimidin